OC(=O)C(F)(F)F.C(#N)C1=NC(=NC=C1)N1CCC(CC1)C(=O)O 1-(4-cyanopyrimidin-2-yl)piperidine-4-carboxylic acid TFA salt